(E)-3-methyl-2-(4-((triisopropylsilyl)ethynyl)-1,2-dihydroacenaphthylen-5-yl)cyclohex-2-en-1-one-O-methyl oxime CO\N=C/1\C(=C(CCC1)C)C1=C(C=C2CCC=3C=CC=C1C32)C#C[Si](C(C)C)(C(C)C)C(C)C